(R)-3-((R)-2-((4-fluorophenyl)sulfonamido)propionamido)-2-oxo-4-phenyl-N-(pyridin-2-ylmethyl)butyramide FC1=CC=C(C=C1)S(=O)(=O)N[C@@H](C(=O)N[C@@H](C(C(=O)NCC1=NC=CC=C1)=O)CC1=CC=CC=C1)C